5-Ethyl-6-fluoro-4-(8-fluoro-2-(((2s,4R)-4-fluoro-1-methylpyrrolidin-2-yl)methoxy)-4-(1-oxa-6-azaspiro[3.5]nonan-6-yl)pyrido[4,3-d]pyrimidin-7-yl)naphthalen-2-ol C(C)C1=C2C(=CC(=CC2=CC=C1F)O)C1=C(C=2N=C(N=C(C2C=N1)N1CC2(CCO2)CCC1)OC[C@H]1N(C[C@@H](C1)F)C)F